C1(=CC=CC=C1)S(=O)(=O)O.C(CCCCCCCCCCC)[Na] α-dodecyl-sodium benzenesulfonate